C(#C)C1=CC(=C(C=C1)NC([C@@H]([C@@H](C)C1=CC=CC=C1)N1C(N[C@@H](C1=O)C1=CC=C(C=C1)OCCO)=O)=O)F (2R,3s)-N-(4-ethynyl-2-fluoro-phenyl)-2-{(R)-4-[4-(2-hydroxy-ethoxy)-phenyl]-2,5-dioxo-imidazolin-1-yl}-3-phenyl-butyramide